(S)-1-(4-((5-(2-(2-aminopyridin-3-yl)-5-(3-cyclopropyl-1H-pyrazol-1-yl)-3H-imidazo[4,5-b]pyridin-3-yl)-2,3-dihydro-1H-inden-1-yl)amino)piperidin-1-yl)prop-2-en-1-one NC1=NC=CC=C1C1=NC=2C(=NC(=CC2)N2N=C(C=C2)C2CC2)N1C=1C=C2CC[C@@H](C2=CC1)NC1CCN(CC1)C(C=C)=O